N1(CCCC1)[C@H](C#N)CC (S)-pyrrolidinobutyronitrile